3,4-dipropyloxythiophene C(CC)OC1=CSC=C1OCCC